4-[(4-methoxyphenyl)methyl]-6-(2,3,4,6-tetrafluoro-5-methoxyphenyl)-1,4-benzoxazin-3-one COC1=CC=C(C=C1)CN1C(COC2=C1C=C(C=C2)C2=C(C(=C(C(=C2F)OC)F)F)F)=O